N-(4-cyclobutyl-1-methyl-5-(4-(trifluoromethoxy)phenyl)-1H-pyrazol-3-yl)-3-(2,4-difluorophenyl)-3-hydroxybutanamide C1(CCC1)C=1C(=NN(C1C1=CC=C(C=C1)OC(F)(F)F)C)NC(CC(C)(O)C1=C(C=C(C=C1)F)F)=O